(5R)-5-ethyl-3-[6-(4-fluoro-3-methoxy-phenoxy)-2-pyridyl]-5-methylimidazolidine-2,4-dione C(C)[C@@]1(C(N(C(N1)=O)C1=NC(=CC=C1)OC1=CC(=C(C=C1)F)OC)=O)C